Methyl (S)-2-(6-(5-cyano-6-(2-methylazetidine-1-yl)-4-(trifluoromethyl)pyridin-2-yl)-2,6-diazaspiro[3.3]heptan-2-yl)acetate C(#N)C=1C(=CC(=NC1N1[C@H](CC1)C)N1CC2(CN(C2)CC(=O)OC)C1)C(F)(F)F